2,2-difluoro-2-(3-((R)-1-((2-methyl-6-(((S)-tetrahydrofuran-3-yl)oxy)-[1,2,4]triazolo[4',3':1,6]pyrido[2,3-d]pyrimidin-4-yl)amino)ethyl)phenyl)ethan-1-ol FC(CO)(C1=CC(=CC=C1)[C@@H](C)NC=1C2=C(N=C(N1)C)N1C(C(=C2)O[C@@H]2COCC2)=NN=C1)F